BrC=1C(C(=C(C(C1Br)=O)Br)Br)=O 2,3,5,6-tetrabromo-benzoquinone